5-(4-(tert-butoxycarbonyl)piperazin-1-yl)-4-methoxypicolinic acid C(C)(C)(C)OC(=O)N1CCN(CC1)C=1C(=CC(=NC1)C(=O)O)OC